COC=1C(=C2C=CNC2=C(C1)C)CN1[C@@H](CCCC1)C1=C(C=C(C(=O)O)C=C1)NS(=O)(=O)C (S)-4-(1-((5-Methoxy-7-methyl-1H-indol-4-yl)methyl)piperidin-2-yl)-3-(methylsulfonamido)benzoic acid